1,4-dithiacyclohex-4-ene S1CCS=CC1